N[C@@H]1CC2=C(N=NC(=C2)C2=C(C=C(C=C2C)C(F)(F)F)O)N(C1)C1CC(C1)(C)O 2-((R)-6-amino-8-((1s,3S)-3-hydroxy-3-methylcyclobutyl)-5,6,7,8-tetrahydropyrido[2,3-c]pyridazin-3-yl)-3-methyl-5-(trifluoromethyl)phenol